C(C)(C)(C)OC(=O)N1CCC(CC1)OCC=C 4-(prop-2-en-1-yloxy)piperidine-1-carboxylic acid tert-butyl ester